2-[(1Z)-5-fluoro-1-({4-[(4-fluorophenyl)(4-formylphenyl)amino]phenyl}-methylene)-2-methyl-1H-inden-3-yl]acetic acid FC=1C=C2C(=C(/C(/C2=CC1)=C/C1=CC=C(C=C1)N(C1=CC=C(C=C1)C=O)C1=CC=C(C=C1)F)C)CC(=O)O